C1CNC[C@@H]1O (R)-(+)-3-hydroxypyrrolidine